C(#N)C=1N(C(=CN1)C(=O)N(C=1C=NC=CC1)CC)C 2-Cyano-N-ethyl-1-methyl-N-(pyridin-3-yl)-1H-imidazole-5-carboxamide